4-(4-(2,8-diazaspiro[4.5]decan-8-yl)phenyl)-2,3,6,9-tetramethyl-6H-thieno[3,2-f][1,2,4]triazolo[4,3-a][1,4]diazepine C1NCCC12CCN(CC2)C2=CC=C(C=C2)C2=NC(C=1N(C3=C2C(=C(S3)C)C)C(=NN1)C)C